N[C@H](CC1=C(C=2N=NC=C(C2S1)NCC=1SC(=CC1)F)C)C 6-[(2S)-2-aminopropyl]-N-[(5-fluorothiophen-2-yl)methyl]-7-methylthieno[3,2-c]pyridazin-4-amine